C(C)(C)C1=C(NC2=CC=C(C=C12)C1CCN(CC1)C(=O)C1C(C1(C)C)(C)C)C=1C=C(C=2N(C1)N=CN2)C (4-(3-isopropyl-2-(8-methyl-[1,2,4]triazolo[1,5-a]pyridin-6-yl)-1H-indol-5-yl)piperidin-1-yl)(2,2,3,3-tetramethylcyclopropyl)methanone